2,3-dihydroxy-6-nitro-7-sulfamoyl-benzo[f]quinoxaline disodium salt [Na].[Na].OC=1C(=NC=2C=C(C3=C(C2N1)C=CC=C3S(N)(=O)=O)[N+](=O)[O-])O